3-(5-(((1r,2r)-2-(diethylamino)-3-methylcyclopentyl)oxy)-1-oxoisoindolin-2-yl)piperidine-2,6-dione C(C)N([C@H]1[C@@H](CCC1C)OC=1C=C2CN(C(C2=CC1)=O)C1C(NC(CC1)=O)=O)CC